(1S,2S,5S)-8-(benzyloxy)-2-(fluoromethyl)-5-methyl-7,9-dioxo-N-(2,4,6-trifluorobenzyl)-2,5,7,9-tetrahydro-1,6-methanopyrido[1,2-b][1,2,5]triazonine-10-carboxamide C(C1=CC=CC=C1)OC=1C(C(=CN2N3[C@@H](C=C[C@@H](N(C(C21)=O)C3)C)CF)C(=O)NCC3=C(C=C(C=C3F)F)F)=O